2-(4-(6-((4-cyano-2-fluorobenzyl)oxy)pyridin-2-yl)-2,5-difluorobenzyl)-1-((3S,4R)-4-methoxy-1-(methoxycarbonyl)pyrrolidin-3-yl)-1H-benzo[d]imidazole-6-carboxylic acid C(#N)C1=CC(=C(COC2=CC=CC(=N2)C2=CC(=C(CC3=NC4=C(N3[C@H]3CN(C[C@H]3OC)C(=O)OC)C=C(C=C4)C(=O)O)C=C2F)F)C=C1)F